N(=C=O)CC12C3(CCC(C2CCC1)C3)CN=C=O bis(isocyanatomethyl)tricyclo-[5.2.1.0(2,6)]decane